4'-tert-butyl[1,1'-biphenyl]-2-carboxylic acid C(C)(C)(C)C1=CC=C(C=C1)C=1C(=CC=CC1)C(=O)O